2-[2-(2-ethylsulfanylethylthio)-ethyl]pyrazine C(C)SCCSCCC1=NC=CN=C1